N-(2-ethoxyphenyl)-N'-(4-isododecylphenyl)-ethylenediamine C(C)OC1=C(C=CC=C1)NCCNC1=CC=C(C=C1)CCCCCCCCCC(C)C